N-{[3-(4-{[(3S,4R)-3-fluoro-1-methylpiperidin-4-yl]amino}-1-(2,2,2-trifluoroethyl)-1H-indol-2-yl)-1,2,4-oxadiazol-5-yl]methyl}-1-methyl-2-(propan-2-yl)-1H-imidazole-4-carboxamide F[C@H]1CN(CC[C@H]1NC1=C2C=C(N(C2=CC=C1)CC(F)(F)F)C1=NOC(=N1)CNC(=O)C=1N=C(N(C1)C)C(C)C)C